O=C1NC(CCC1)=O 2,6-diketopiperidine